2-[1-[2-bromo-4-[(2,6-dioxo-3-piperidyl)amino]phenyl]-4-hydroxy-4-piperidyl]acetic acid BrC1=C(C=CC(=C1)NC1C(NC(CC1)=O)=O)N1CCC(CC1)(O)CC(=O)O